6-bromo-5-(7-methyl-[1,2,4]triazolo[1,5-a]pyridin-6-yl)-2-(1,4-dioxaspiro[4.5]decan-8-yl)-4H-pyrrolo[3,2-d]thiazole-4-carboxylic acid tert-butyl ester C(C)(C)(C)OC(=O)N1C(=C(C=2N=C(SC21)C2CCC1(OCCO1)CC2)Br)C=2C(=CC=1N(C2)N=CN1)C